(3-(2-chlorophenoxy)-2-hydroxypropyl)-1-tert-butoxycarbonyl-piperazine ClC1=C(OCC(CC2N(CCNC2)C(=O)OC(C)(C)C)O)C=CC=C1